Methyl 2-(1-acetylpiperidin-4-yl)-1H-benzo[d]imidazole-6-carboxylate C(C)(=O)N1CCC(CC1)C1=NC2=C(N1)C=C(C=C2)C(=O)OC